benzyl-methionine hydrochloride Cl.C(C1=CC=CC=C1)N[C@@H](CCSC)C(=O)O